methacryloyloxyethyl hydrogen hexahydrophthalate C(C1C(C(=O)O)CCCC1)(=O)OCCOC(C(=C)C)=O